ClC=1C(=NC(=NC1)N[C@H]1[C@@H](COCC1)O)C=1C=C2C(=C(C=NC2=C(C1)F)C(C)(C)O)C(C)C (3S,4R)-4-((5-chloro-4-(8-fluoro-3-(2-hydroxypropan-2-yl)-4-isopropylquinolin-6-yl)pyrimidin-2-yl)amino)tetrahydro-2H-pyran-3-ol